(2r,5s)-4-[5-(2-fluorophenyl)-7H-pyrrolo[2,3-d]pyrimidin-4-yl]-2,5-dimethylpiperazine-1-carboxylic acid tert-butyl ester C(C)(C)(C)OC(=O)N1[C@@H](CN([C@H](C1)C)C=1C2=C(N=CN1)NC=C2C2=C(C=CC=C2)F)C